5-chloro-3-(2,4-dihydroxyphenylazo)-2-hydroxybenzenesulfonic acid ClC=1C=C(C(=C(C1)S(=O)(=O)O)O)N=NC1=C(C=C(C=C1)O)O